{1-[1-(3-fluoro-4-hydroxybenzoyl)piperidin-4-yl]-3-[4-(1H-pyrrolo[2,3-b]pyridin-4-yl)-1H-pyrazol-1-yl]azetidin-3-yl}acetonitrile FC=1C=C(C(=O)N2CCC(CC2)N2CC(C2)(N2N=CC(=C2)C2=C3C(=NC=C2)NC=C3)CC#N)C=CC1O